FC1=C(C(=CC=C1)OC)N1N=C2C(=CC1=O)NNC2=O 5-(2-fluoro-6-methoxyphenyl)-1H-pyrazolo[4,3-c]pyridazin-3,6(2H,5H)-dione